(R)-1-(2,2-difluoro-1-(4-fluorophenyl)propyl)-4-iodo-3-methyl-1H-pyrazole FC([C@@H](C1=CC=C(C=C1)F)N1N=C(C(=C1)I)C)(C)F